(4S)-3,4-dihydro(3,3,5,6,7,8-2H6)-2H-1-benzopyran-4-amine O1CC([C@@H](C2=C1C(=C(C(=C2[2H])[2H])[2H])[2H])N)([2H])[2H]